CN1N=C(C(=C1C)C=1C=CC=C2C=C(NC12)C(=O)[O-])C 7-(1,3,5-trimethyl-1H-pyrazol-4-yl)-1H-indole-2-carboxylate